C(C(C)(C)C)(=O)OC(CC(C)(C)C)OS(=O)(=O)ON1[C@@H]2CC[C@H](N(C1=O)C2)C(N)=O ((((2S,5R)-2-carbamoyl-7-oxo-1,6-diazabicyclo[3.2.1]octan-6-yl)oxy)sulfonyloxy)-3,3-dimethylbutyl pivalate